C(C)(C)(C)OC(=O)N(CCC1=C(C=CC(=C1)F)NC1=C(C(=O)OC)C=C(C(=C1)C(F)(F)F)F)CCC1=NC(=CC=C1[N+](=O)[O-])OC methyl 2-((2-(2-((tert-butoxycarbonyl)(2-(6-methoxy-3-nitropyridin-2-yl)ethyl)amino)ethyl)-4-fluorophenyl)amino)-5-fluoro-4-(trifluoro-methyl)benzoate